NC1=CC=C(C=C1)S(=O)(=O)C=1C=C(C=CC1)N1CCN(CC1)C(=O)OC(C)(C)C tert-butyl 4-(3-((4-aminophenyl)sulfonyl)phenyl)piperazine-1-carboxylate